methoxy-N-((trimethylsilyl)methyl)methanamine COCNC[Si](C)(C)C